n-butyl-diisopropyl-titanium C(CCC)[Ti](C(C)C)C(C)C